C(C)(C)(C)N(C(O)=O)CCOC1CCN(CC1)CC1=NC=CC=C1.COC1=CC=C(C=C1)C1=NN2C(=NC=3C=CC=C(C3C2=N1)N1CCOCC1)N[C@H]1C(NCCCC1)=O (3R)-3-{[2-(4-methoxyphenyl)-10-(morpholin-4-yl)[1,2,4]triazolo[1,5-c]quinazolin-5-yl]amino}azepan-2-one Tert-butyl-2-(1-(pyridin-2-ylmethyl)piperidin-4-yloxy)ethylcarbamate